4-Amino-1-(tert-butoxycarbonyl)pyrrolidine-3-carboxylic acid NC1C(CN(C1)C(=O)OC(C)(C)C)C(=O)O